C(C)(C)(C)OC(=O)N1C2(CCC(C1)C2)CC(=O)OCC (2-ethoxy-2-oxoethyl)-2-azabicyclo[2.2.1]heptane-2-carboxylic acid tert-butyl ester